ClCC1=CC=C(C=C1)OC1=CC=CC=C1 1-(chloromethyl)-4-phenoxy-benzene